FC(CC[C@@H]1CN(C2=C(S([C@@H]1F)(=O)=O)C=C(C(=C2)C(F)(F)F)OCC(C(=O)OC)(C)C)C2=CC=C(C=C2)F)F methyl 3-(((2S,3R)-3-(3,3-difluoropropyl)-2-fluoro-5-(4-fluorophenyl)-1,1-dioxido-7-(trifluoromethyl)-2,3,4,5-tetrahydrobenzo[b][1,4]thiazepin-8-yl)oxy)-2,2-dimethylpropanoate